C(CCCCCCCCCCCCCCCCC)OC1=C(C=C(C=C1)N)N 4-octadecyloxy-1,3-phenylenediamine